N1=C(C=CC=C1)CCNC(=O)C1C(CCC(C1)C)C(C)C N-(2-(2-pyridinyl)ethyl)-2-isopropyl-5-methylcyclohexanecarboxamide